FC1(CC2(C1)CC(N(CC2)CC2=C1C=CNC1=C(C=C2OC)C)C2=CC=C(C(=O)NC1(COC1)C(F)(F)F)C=C2)F 4-(2,2-difluoro-7-((5-methoxy-7-methyl-1H-indol-4-yl)methyl)-7-azaspiro[3.5]nonan-6-yl)-N-(3-(trifluoromethyl)oxetan-3-yl)benzamide